ClC1=CC(=C2C(=N1)N(C(=N2)C2=CC=C(C=C2)S(=O)(=O)C)C2CC2)C 5-chloro-3-cyclopropyl-7-methyl-2-(4-(methylsulfonyl)phenyl)-3H-imidazo[4,5-b]pyridine